S(C1[C@H](O)[C@@H](O)[C@@H](O)[C@H](O1)CO)C(C)C isopropyl 1-thiogalactopyranoside